(rac)-(3-fluorophenyl)(1-methyl-1H-imidazol-2-yl)methanamine FC=1C=C(C=CC1)[C@@H](N)C=1N(C=CN1)C |r|